COC1=CC(=CC2=C1C(=NO2)NS(=O)(=O)C2=C(C=CC=C2)OC)CN2CCC(CC2)C(=O)O 1-((4-methoxy-3-((2-methoxyphenyl)sulfonamido)benzo[d]isoxazol-6-yl)methyl)piperidine-4-carboxylic acid